2-(bromomethyl)imidazo[1,2-a]pyridine BrCC=1N=C2N(C=CC=C2)C1